C1(CC1)C1=CC(=CC(=N1)C(=O)NC1=CC(=CC=C1)C1(CC(C1)(F)F)CC1=NN=CN1C)CN1[C@H](CN(CC1)C)C(C)C (S)-6-cyclopropyl-N-(3-(3,3-difluoro-1-((4-methyl-4H-1,2,4-triazol-3-yl)methyl)cyclobutyl)phenyl)-4-((2-isopropyl-4-methylpiperazin-1-yl)methyl)picolinamide